OC1=C(C=C(C=C1S(=O)(=O)O)O)CS(=O)(=O)CC=1C(=C(C=C(C1)O)S(=O)(=O)O)O 3-((2,5-dihydroxy-3-sulfophenyl)methylsulfonylmethyl)-2,5-dihydroxybenzenesulfonic acid